COC(=O)C1(CCC(=NO1)C1=C(C=C(C(=C1)N1C(N(C(N(C1=O)C)=S)C)=O)F)Cl)C 3-(2-chloro-5-(3,5-dimethyl-2,6-dioxo-4-thioxo-1,3,5-triazin-1-yl)-4-fluorophenyl)-6-methyl-5,6-dihydro-4H-1,2-oxazine-6-carboxylic acid methyl ester